(1s,4s)-2-(4-chloro-2-methylpyrido[3,4-d]pyrimidine-6-yl)-2-azabicyclo[2.2.2]octane ClC=1C2=C(N=C(N1)C)C=NC(=C2)N2C1CCC(C2)CC1